C1(CC1)C([C@@H](C(=O)NC1=NC(=C(C=C1)C=1C(=[N+](C=C(C1)C)[O-])C)F)NC(=O)C=1N(N=CC1)CCC(C(F)(F)F)O)C1CC1 N-[(1S)-1-(dicyclopropylmethyl)-2-[[5-(2,5-dimethyl-1-oxido-pyridin-1-ium-3-yl)-6-fluoro-2-pyridyl]amino]-2-oxo-ethyl]-2-(4,4,4-trifluoro-3-hydroxy-butyl)pyrazole-3-carboxamide